CCCCC[C@@H](/C=C/[C@@H]1[C@H]([C@H](CC1=O)O)C/C=C\\CCCC(=O)[O-])O The molecule is a prostaglandin carboxylic acid anion that is the conjugate base of prostaglandin D2., obtained by deprotonation of the carboxy group; major species at pH 7.3. It has a role as a human metabolite. It is a conjugate base of a prostaglandin D2.